5-Ethynyl-2-((4-(4-methylpiperazin-1-yl)phenyl)amino)-8-(tetrahydro-2H-pyran-4-yl)pyrido[2,3-d]pyrimidin-7(8H)-one C(#C)C1=CC(N(C=2N=C(N=CC21)NC2=CC=C(C=C2)N2CCN(CC2)C)C2CCOCC2)=O